C1(=CC=CC=C1)[Se]N1C(C=2C(C1=O)=CC=CC2)=O N-(phenylseleno)phthalimide